methyl 5-((1R,3S,5R)-3-(hydroxymethyl) bicyclo[3.2.0]hept-1-yl)-2-methoxybenzoate OC[C@@H]1C[C@@]2(CC[C@@H]2C1)C=1C=CC(=C(C(=O)OC)C1)OC